ClC1=CC=C(C=C1)C=1C=C(C(N(N1)C=1C=NN(C1)C)=O)C(=O)NC1(CCN(CC1)C(NC)=O)CO 6-(4-chlorophenyl)-N-(4-(hydroxymethyl)-1-(methylcarbamoyl)piperidin-4-yl)-2-(1-methyl-1H-pyrazol-4-yl)-3-oxo-2,3-dihydropyridazine-4-carboxamide